O(C1=CC=CC=C1)C1=CC=C(C=C1)C=1NC=2N(N=CC2C2CNCC2)C1C(=O)N 2-(4-phenoxyphenyl)-7-(pyrrolidin-3-yl)-1H-imidazo[1,2-b]pyrazole-3-carboxamide